BrC=1C=C(C=C(C1)F)C(CC)OCC(=O)N1CC2CCC(C1)N2C2=NC=C(C#N)C=C2 Racemic-6-(3-(2-(1-(3-bromo-5-fluorophenyl)propoxy)acetyl)-3,8-diazabicyclo[3.2.1]octan-8-yl)nicotinonitrile